tert-butyl 4-(3-(5-cyclopropyl-4,7-difluoro-3,3-dimethyl-2-oxoindolin-1-yl)-2-oxopyrazin-1(2H)-yl)butanoate C1(CC1)C=1C(=C2C(C(N(C2=C(C1)F)C=1C(N(C=CN1)CCCC(=O)OC(C)(C)C)=O)=O)(C)C)F